C(C)(C)(C)C=1C=CC2=C(N=C(O2)C=2SC(=CC2)C=2OC3=C(N2)C=C(C=C3)C(C)C)C1 5-(tert-butyl)-2-(5-(5-isopropylbenzooxazol-2-yl)thiophen-2-yl)benzo[d]oxazol